3-(3-((tert-butyl-dimethylsilyl)oxy)prop-1-en-2-yl)-5-(2-(difluoromethyl)-3-ethoxy-4-methoxyphenyl)pyridineaconitic acid dipropyl ester C(CC)OC(C=C(C(=O)OCCC)C(C(=O)O)C1=NC=C(C=C1C(=C)CO[Si](C)(C)C(C)(C)C)C1=C(C(=C(C=C1)OC)OCC)C(F)F)=O